ClC=1C(=NC(=NC1)NC=1C=CC2=CN(N=C2C1)CCS(=O)(=O)C)C=1C=NN(C1)S(=O)(=O)C N-(5-chloro-4-(1-(methylsulfonyl)-1H-pyrazol-4-yl)pyrimidin-2-yl)-2-(2-(methylsulfonyl)ethyl)-2H-indazol-6-amine